2-((4-(2-hydroxypropan-2-yl)-2-(oxetan-3-yloxy)phenyl)amino)-7-((3r,4s)-4-methoxytetrahydrofuran-3-yl)-7H-pyrrolo[2,3-d]pyrimidine-6-carbonitrile OC(C)(C)C1=CC(=C(C=C1)NC=1N=CC2=C(N1)N(C(=C2)C#N)[C@@H]2COC[C@H]2OC)OC2COC2